CC1=CC=NC2=C3C(=CC=C12)C=CC=C3O 4-methyl-10-hydroxybenzoquinoline